4-bromo-4'-ethylbiphenyl BrC1=CC=C(C=C1)C1=CC=C(C=C1)CC